(2R,3R,11bR)-9-ethoxy-10-methoxy-1,3,4,6,7,11b-hexahydro-2H-pyrido[2,1-a]isoquinol-2-ol C(C)OC=1C=C2CCN3[C@@H](C2=CC1OC)C[C@@H](CC3)O